3-bromo-5-fluoro-4-(1-hydroxyethyl)benzamide tert-butyl-N-(tert-butoxycarbonyl)-N-[4-({5-[(2,4-difluorophenyl)amino]-4-methylpyridin-3-yl}methyl)-3-fluoropyridin-2-yl]carbamate C(C)(C)(C)OC(N(C1=NC=CC(=C1F)CC=1C=NC=C(C1C)NC1=C(C=C(C=C1)F)F)C(=O)OC(C)(C)C)=O.BrC=1C=C(C(=O)N)C=C(C1C(C)O)F